5-amino-3-tert-butyl-pyrazole-1-carboxylic acid {4-[5-(tetrahydro-pyran-2-ylmethoxy)-benzoimidazol-1-yl]-phenyl}-amide O1C(CCCC1)COC1=CC2=C(N(C=N2)C2=CC=C(C=C2)NC(=O)N2N=C(C=C2N)C(C)(C)C)C=C1